CN(CCN(C1=C(C=C(C=C1)NC1=NC=C(C(=N1)C1=CNC2=C(C=CC=C12)F)F)[N+](=O)[O-])C)C N1-(2-(dimethylamino)ethyl)-N4-(5-fluoro-4-(7-fluoro-1H-indol-3-yl)pyrimidin-2-yl)-N-methyl-2-nitrobenzene-1,4-diamine